C(C1=CC=CC=C1)C1(CC1)C#N 1-benzylcyclopropane-1-carbonitrile